5-(1-(dicyclopropylmethyl)-5-(3,5-dimethylisoxazol-4-yl)-1H-pyrrolo[2,3-b]pyridin-3-yl)-4,6-diethoxypicolinic acid C1(CC1)C(N1C=C(C=2C1=NC=C(C2)C=2C(=NOC2C)C)C=2C(=CC(=NC2OCC)C(=O)O)OCC)C2CC2